C(C)(=O)N1CCC(CC1)NC=1N=CC2=C(N1)C(=CN=C2C2=C(C(=O)N)C=CC=C2)I (2-((1-acetylpiperidin-4-yl)amino)-8-iodopyrido[4,3-d]pyrimidin-5-yl)benzamide